C(C)(C)[C@H]1C[C@H](CCC1)C(=O)N[C@H](CC1=CC=CC=C1)C(=O)O N-(cis-3-isopropyl-cyclohexylformyl)-D-phenylalanine